CN([C@@H](CC1=CC=C(C=C1)O)C(=O)O)C di-methyltyrosine